N-(3-(1,3-benzothiazol-2-yl)-6-(propan-2-yl)-4H,5H,6H,7H-thieno[2,3-c]pyridin-2-yl)acetamide S1C(=NC2=C1C=CC=C2)C2=C(SC=1CN(CCC12)C(C)C)NC(C)=O